(R)-4-(2-((1-ethylpiperidin-3-yl)amino)-[1,2,4]triazolo[1,5-a]pyrimidin-5-yl)-3-hydroxy-5-methylbenzonitrile C(C)N1C[C@@H](CCC1)NC1=NN2C(N=C(C=C2)C2=C(C=C(C#N)C=C2C)O)=N1